benzyl N-[3-({3-[1-(2-hydroxyethyl)-1H-pyrazol-4-yl]-1-(oxan-2-yl)-1H-indazol-5-yl}oxy) propyl]carbamate OCCN1N=CC(=C1)C1=NN(C2=CC=C(C=C12)OCCCNC(OCC1=CC=CC=C1)=O)C1OCCCC1